ClC1=CC2=C(N=CN(C2=O)CC2(CCN(CC2)C(=O)C2(CC2)C)O)N1C1=CC=C(C=C1)[C@@H]1NC[C@H](OC1)C 6-chloro-3-((4-hydroxy-1-(1-methylcyclopropane-1-carbonyl)piperidin-4-yl)methyl)-7-(4-((3s,6r)-6-methylmorpholin-3-yl)phenyl)-3,7-dihydro-4H-pyrrolo[2,3-d]pyrimidin-4-one